1,3-bis(triethylsilyl)thiourea C(C)[Si](NC(=S)N[Si](CC)(CC)CC)(CC)CC